C(C)(C)(C)OC(=O)[C@@H]1N[C@H]([C@@]([C@H]1C1=C(C(=CC=C1)Cl)Cl)(C1=C(C=CC(=C1)Cl)F)CN)CC(C)(C)C (2R,3S,4S,5S)-4-(aminomethyl)-4-(5-chloro-2-fluorophenyl)-3-(2,3-dichlorophenyl)-5-neopentylpyrrolidine-2-carboxylic acid tert-butyl ester